(R)-beta-phenylalanine N[C@@H](C1=CC=CC=C1)CC(=O)O